COC1=NC=C(C=C1NS(=O)(=O)C)B1OC(C(O1)(C)C)(C)C N-(2-methoxy-5-(4,4,5,5-Tetramethyl-1,3,2-dioxaborolan-2-yl)pyridin-3-yl)methanesulfonamide